(3-fluoro-2-(trifluoromethyl)pyridin-4-yl)(1,4-dioxa-8-azaspiro[4.5]decan-8-yl)methanone FC=1C(=NC=CC1C(=O)N1CCC2(OCCO2)CC1)C(F)(F)F